2,2-difluoro-2-(4-(trifluoromethyl)phenyl)-1-ethanol FC(CO)(C1=CC=C(C=C1)C(F)(F)F)F